Tert-Butyl 4-[[2-(2-methylprop-1-en-1-yl)pyridin-3-yl]methyl]piperazine-1-carboxylate CC(=CC1=NC=CC=C1CN1CCN(CC1)C(=O)OC(C)(C)C)C